1-(4-(2,6-dioxopiperidin-3-yl)-3,5-difluorophenyl)azetidin-3-yl cyclopropylcarbamate C1(CC1)NC(OC1CN(C1)C1=CC(=C(C(=C1)F)C1C(NC(CC1)=O)=O)F)=O